C(#N)C1=CN=C(S1)N1C=C(C2=C1N=CN=C2N2[C@H](CN(CC2)C(=O)OC(C)(C)C)C)C2CC2 tert-Butyl (S)-4-(7-(5-cyanothiazol-2-yl)-5-cyclopropyl-7H-pyrrolo[2,3-d]pyrimidin-4-yl)-3-methylpiperazine-1-carboxylate